(3-methylazetidin-1-yl)methanone CC1CN(C1)C=O